ClC=1C=C(C=CC1C)NC(=O)NCC1=C2C=CC3=C(N(C(N3C3C(NC(CC3)=O)=O)=O)C)C2=CC=C1 1-(3-chloro-4-methylphenyl)-3-((3-(2,6-dioxopiperidin-3-yl)-1-methyl-2-oxo-2,3-dihydro-1H-naphtho[1,2-d]imidazol-6-yl)methyl)urea